ClC1=CC=C(C=C1)C1=C(C=CC=C1)CN1CCN(CC1)C1=CC=C(C(=O)NS(=O)(=O)C2=CC(=C(C=C2)N[C@@H](CSC2=CC=CC=C2)CCN2CCNCC2)[N+](=O)[O-])C=C1 (R)-4-(4-((4'-chloro-[1,1'-biphenyl]-2-yl)methyl)piperazin-1-yl)-N-((3-nitro-4-((1-(phenylthio)-4-(piperazin-1-yl)butan-2-yl)amino)phenyl)sulfonyl)benzamide